2',5-dichloro-N-(8-chloro-3-oxo-3,4-dihydro-2H-benzo[b][1,4]oxazin-6-yl)-2,4'-difluoro-[1,1'-biphenyl]-4-carboxamide ClC1=C(C=CC(=C1)F)C1=C(C=C(C(=C1)Cl)C(=O)NC1=CC2=C(OCC(N2)=O)C(=C1)Cl)F